FC=1C(=NC=CC1)CC(=O)NN 2-(3-fluoropyridin-2-yl)acethydrazide